5-(3-fluorophenyl)-N-[(2S,3S)-3-hydroxybutan-2-yl]-6-[4-(trifluoromethyl)phenoxy]pyridine-3-carboxamide FC=1C=C(C=CC1)C=1C=C(C=NC1OC1=CC=C(C=C1)C(F)(F)F)C(=O)N[C@@H](C)[C@H](C)O